8-isocyanato-1-methyl-1,2,3,5,6,7-hexahydro-s-indacene N(=C=O)C=1C=2CCCC2C=C2CCC(C12)C